(S)-1-(3-(4-amino-3-((6-fluoro-1-methyl-1H-benzo[d]imidazol-5-yl)ethynyl)-7-(isothiazol-3-yl)-1H-pyrazolo[4,3-c]pyridin-1-yl)pyrrolidin-1-yl)prop-2-en-1-one NC1=NC=C(C2=C1C(=NN2[C@@H]2CN(CC2)C(C=C)=O)C#CC2=CC1=C(N(C=N1)C)C=C2F)C2=NSC=C2